tert-butyl 2-[2-[2-[2-[2-[2-[2-[2-[2-[2-[2-(3-amino-5-chloro-phenoxy)ethoxy]ethoxy]ethoxy] ethoxy]ethoxy]ethoxy]ethoxy]ethoxy]-ethoxy]ethoxy]acetate NC=1C=C(OCCOCCOCCOCCOCCOCCOCCOCCOCCOCCOCC(=O)OC(C)(C)C)C=C(C1)Cl